[Hg].[U] Uranium mercury